C(C(CO)([2H])[2H])O propane-2,2-d2-1,3-diol